C1(=CC=CC2=CC=CC=C12)C(C)N1CCC(CC1)N(S(=O)(=O)C)CC(=O)NCC(=S)NCC#C 2-(N-(1-(1-(naphthalen-1-yl)ethyl)piperidin-4-yl)methylsulfonamido)-N-(2-(prop-2-yn-1-ylamino)-2-thioxoethyl)acetamide